C(=C)[B-](F)(F)F ethenyl-(trifluoro)boranuide